tri-i-undecyl-trimellitic acid C(CCCCCCCC(C)C)C=1C(=C(C(=C(C1C(=O)O)C(=O)O)CCCCCCCCC(C)C)C(=O)O)CCCCCCCCC(C)C